(furan-2-ylmethylene)bis(2,6-dimethyl-4,1-dimethylphenol) O1C(=CC=C1)C(C=1C(C(C(=CC1C)C)(O)C)C)C=1C(C(C(=CC1C)C)(O)C)C